4,4-diphenyl-2-(pyridin-2-yl)butanoic acid-(4-hydroxybutyl) ester OCCCCOC(C(CC(C1=CC=CC=C1)C1=CC=CC=C1)C1=NC=CC=C1)=O